COCCN1C=NC2=CC=C(C=C2C1=O)NC(NC=1C=C(C(=O)OCC)C=CC1)=O ethyl 3-(3-(3-(2-methoxyethyl)-4-oxo-3,4-dihydroquinazolin-6-yl)ureido)benzoate